N-(2-{p-[(4,4-dimethyl-1-cyclohexen-1-ylcarbonylamino)methyl]phenyl}ethyl)-5-ethoxy-3-pyrazolecarboxamide CC1(CC=C(CC1)C(=O)NCC1=CC=C(C=C1)CCNC(=O)C1=NNC(=C1)OCC)C